Methyl (S)-2-(4-(6-((5-bromopyrimidin-2-yl)methoxy)pyridin-2-yl)-2,5-difluorobenzyl)-1-(oxetan-2-ylmethyl)-1H-benzo[d]imidazole-6-carboxylate BrC=1C=NC(=NC1)COC1=CC=CC(=N1)C1=CC(=C(CC2=NC3=C(N2C[C@H]2OCC2)C=C(C=C3)C(=O)OC)C=C1F)F